3,4-dihydro-3-hydroxy-4-oxo-1,2,3-benzotriazin ON1N=NC2=C(C1=O)C=CC=C2